5-methyl-4,6-diethyl-1,3-phenylene-diamine CC=1C(=C(C=C(C1CC)N)N)CC